(4S)-2-amino-4-(3-{2-[(2S)-4-(cyclopropylmethyl)-2-methyl-1,4-diazepan-1-yl]pyrimidin-4-yl}-1,2,4-oxadiazol-5-yl)-4-methyl-4,5,6,7-tetrahydro-1-benzo-thiophene-3-carbonitrile NC=1SC2=C(C1C#N)[C@@](CCC2)(C)C2=NC(=NO2)C2=NC(=NC=C2)N2[C@H](CN(CCC2)CC2CC2)C